(S)-benzyl 1-(2-(5-(tetradecyloxy)furan-2-carbonyloxy)acetyl)pyrrolidine-2-carboxylate C(CCCCCCCCCCCCC)OC1=CC=C(O1)C(=O)OCC(=O)N1[C@@H](CCC1)C(=O)OCC1=CC=CC=C1